bis(2-hydroxyethyl)n-octylamine OCCN(CCCCCCCC)CCO